C(NC1C(CCCC1CCC(C)(C)C)CCC(C)(C)C)NC1C(CCCC1CCC(C)(C)C)CCC(C)(C)C methylenebis(2,6-di(neohexyl)cyclohexylamine)